(2R)-4-(3-cyclopropylphenyl)-2-methylmorpholine C1(CC1)C=1C=C(C=CC1)N1C[C@H](OCC1)C